bismuthanetriyltris(oxy)tris((2,4,6-tris(trifluoromethyl)phenyl)methanone) [Bi](OC(=O)C1=C(C=C(C=C1C(F)(F)F)C(F)(F)F)C(F)(F)F)(OC(=O)C1=C(C=C(C=C1C(F)(F)F)C(F)(F)F)C(F)(F)F)OC(=O)C1=C(C=C(C=C1C(F)(F)F)C(F)(F)F)C(F)(F)F